OCC1(N(CCNC1)C1=CC=CC=2OCCOC21)CO 5-(2,2-bis(hydroxymethyl)piperazin-1-yl)-2,3-dihydro-1,4-benzodioxine